BrC=1C2=C(SC1C(F)(F)P(OCC)(OCC)=O)C(=CC(=C2)CO)OCCCS(=O)(=O)C diethyl ((3-bromo-5-(hydroxymethyl)-7-(3-(methylsulfonyl)propoxy)benzo[b]thiophen-2-yl)difluoromethyl)phosphonate